1-(3-difluoromethyl-bicyclo[1.1.1]pent-1-yl)-3-[2-hydroxy-1-(3-trifluoromethyl-phenyl)-ethyl]-urea FC(C12CC(C1)(C2)NC(=O)NC(CO)C2=CC(=CC=C2)C(F)(F)F)F